2-ethyl-4-isopropyl-1,5-pentanediol C(C)C(CO)CC(CO)C(C)C